tert-butyl 4-{3-carbamoyl-2-[4-(2,4-difluorophenoxy)phenyl]-4,5,6,7-tetrahydro-2H-pyrazolo[4,3-b]pyridin-7-yl}piperidine-1-carboxylate C(N)(=O)C=1N(N=C2C1NCCC2C2CCN(CC2)C(=O)OC(C)(C)C)C2=CC=C(C=C2)OC2=C(C=C(C=C2)F)F